CN1CC2=C(C=C(C=C2CC1)B(O)O)C (2,8-dimethyl-1,2,3,4-tetrahydroisoquinolin-6-yl)boronic acid